(3E,4S)-3-[2-(dimethylamino)ethylidene]-4-methyl-1-[4-({3-methyl-4-[(1-methyl-1,3-benzodiazol-5-yl)oxy]phenyl}amino)pyrido[3,4-d]pyrimidin-6-yl]pyrrolidin-2-one CN(C\C=C/1\C(N(C[C@H]1C)C1=CC2=C(N=CN=C2NC2=CC(=C(C=C2)OC2=CC3=C(N(C=N3)C)C=C2)C)C=N1)=O)C